N[C@H](C(=O)NCC1=C(NC(=CC1=O)[C@@H]1O[C@]([C@H]([C@H]1C1=C(C(=C(C=C1)F)F)OC)C)(C(F)(F)F)C)C)C (S)-2-Amino-N-((6-((2R,3S,4S,5R)-3-(3,4-difluoro-2-methoxyphenyl)-4,5-dimethyl-5-(trifluoromethyl)tetrahydrofuran-2-yl)-2-methyl-4-oxo-1,4-dihydropyridin-3-yl)methyl)propanamide